4-[4-(4-(8-methylquinolin-7-yl)-phenoxy)-piperidin-1-yl]-(R)-tetrahydrofuran-2-yl-methanone CC=1C(=CC=C2C=CC=NC12)C1=CC=C(OC2CCN(CC2)C2C[C@@H](OC2)C=O)C=C1